C(C)[N+](C)(C)C N-Ethyltrimethylammonium